C(C)N1C2=C([C@@H]([C@@H](C1=O)NC(C1=CC(=CC=C1)C(F)(F)F)=O)C1=CC=C(C=C1)F)C(=NN2CCC(C)(C)O)C |r| N-[rac-(4S,5S)-7-ethyl-4-(4-fluorophenyl)-1-(3-hydroxy-3-methyl-butyl)-3-methyl-6-oxo-4,5-dihydropyrazolo[3,4-b]pyridine-5-yl]-3-(trifluoromethyl)benzamide